5-(3-fluorophenyl)-1-((4-fluorophenyl)sulfonyl)-1H-pyrrole-3-carbaldehyde FC=1C=C(C=CC1)C1=CC(=CN1S(=O)(=O)C1=CC=C(C=C1)F)C=O